C(#N)C1=C(C=NC=C1)C1=CC2=C(N=C(S2)NC(=O)[C@H]2[C@H](C2)F)C=C1 (1S,2S)-N-(6-(4-cyanopyridin-3-yl)benzo[d]thiazol-2-yl)-2-fluorocyclopropane-1-carboxamide